1-(7-methyl-6-quinolyl)ethanol CC1=C(C=C2C=CC=NC2=C1)C(C)O